C(C=C)(=O)N1CC(CCC1)C(=O)O 1-propenoylpiperidine-3-carboxylic acid